C(C)OCOC1=C(C(=CC(=C1)[N+](=O)[O-])C)C1=CC=C(N=N1)CNC1CCOCC1 N-((6-(2-(Ethoxymethoxy)-6-methyl-4-nitrophenyl)pyridazin-3-yl)methyl)tetrahydro-2H-pyran-4-amine